9-cyclopropyl-7-fluoro-1,4,4-trimethyl-4,5-dihydro-[1,2,4]triazolo[4,3-a]quinoxaline C1(CC1)C=1C=C(C=C2NC(C=3N(C12)C(=NN3)C)(C)C)F